(1-((3-(Difluoromethylene)pyrrolidin-1-yl)methyl)cyclopropyl)methanol FC(=C1CN(CC1)CC1(CC1)CO)F